COC1=CC=C(CN(C2=NC(=NN3C2=NC=C3C(C3=CC=C(C=N3)C3CCN(CC3)C(=O)OC(C)(C)C)O)OCCCC)CC3=CC=C(C=C3)OC)C=C1 tert-butyl 4-(6-((4-(bis(4-methoxybenzyl)amino)-2-butoxyimidazo[2,1-f][1,2,4]triazin-7-yl)(hydroxy)methyl)pyridin-3-yl)piperidine-1-carboxylate